O1C=CC2=C1C=CC=C2OC2=CC(=C(C(=O)OC)C=C2)Cl methyl 4-(benzofuran-4-yloxy)-2-chlorobenzoate